NCCOCCNC(=O)C1=C(C=C(C=C1)NC(=O)C=1N(C(=CN1)C1=C(C(=C(C=C1)OC)F)F)C)Cl N-[4-[2-(2-aminoethoxy)ethylcarbamoyl]-3-chloro-phenyl]-5-(2,3-difluoro-4-methoxy-phenyl)-1-methylimidazole-2-carboxamide